2,3,4-tris(Glycidyloxymethyl)styrene C(C1CO1)OCC1=C(C=C)C=CC(=C1COCC1CO1)COCC1CO1